FC1=C(C=CC2=C1N=C(O2)C)O 4-fluoro-2-methyl-1,3-benzoxazol-5-ol